3-chloro-2-hydroxy-propylsulfate ClCC(COS(=O)(=O)[O-])O